ClC1=CC(=C(C=C1)C1(OC2=C(O1)C=CC=C2C2=C(C=C(C=C2)CC(=O)O)F)C)F 2-(4-(2-(4-chloro-2-fluorophenyl)-2-methylbenzo[d][1,3]dioxol-4-yl)-3-fluorophenyl)acetic Acid